COC=1C=C(C=CC1C=1C=C2C(=NC1)NC=C2)NC(C)=O N-(3-methoxy-4-(1H-pyrrolo[2,3-b]pyridin-5-yl)phenyl)acetamide